3-oxo-7α-propionylthio-4,15-androstadiene O=C1C=C2C[C@H]([C@H]3[C@@H]4C=CC[C@@]4(C)CC[C@@H]3[C@]2(CC1)C)SC(CC)=O